FCCCI 3-fluoro-1-iodopropane